3,3'-[1,4,7-triazecane-1,7-diylbis(methylene)]bis[N-(1,2-dihydroxyethyl)-2-hydroxy-5-methylbenzamide] N1(CCNCCN(CCC1)CC=1C(=C(C(=O)NC(CO)O)C=C(C1)C)O)CC=1C(=C(C(=O)NC(CO)O)C=C(C1)C)O